1-methoxy-3-(4-{[2-(3-{[2-methoxy-4-(propanamidosulfonyl)phenyl] amino}prop-1-yn-1-yl)-1-(2,2,2-trifluoroethyl)-1H-indol-4-yl]amino}piperidin-1-yl)propan-2-yl propanoate C(CC)(=O)OC(COC)CN1CCC(CC1)NC1=C2C=C(N(C2=CC=C1)CC(F)(F)F)C#CCNC1=C(C=C(C=C1)S(=O)(=O)NC(CC)=O)OC